5-(2-(3-(morpholinomethyl)phenyl)-1H-pyrrolo[2,3-b]pyridin-4-yl)-1H-indazol-3-amine O1CCN(CC1)CC=1C=C(C=CC1)C1=CC=2C(=NC=CC2C=2C=C3C(=NNC3=CC2)N)N1